ClC=1C(=CC=C2N=CC(=NC12)C=1C=NN(C1C)C1CCNCC1)OC1=CC2=C(N=C(N2)C)C=C1 8-chloro-7-[(2-methyl-3H-benzimidazol-5-yl)oxy]-2-[5-methyl-1-(4-piperidyl)pyrazol-4-yl]quinoxaline